(2S)-2,4-bis(tert-butoxycarbonyl-amino)butanoic acid C(C)(C)(C)OC(=O)N[C@H](C(=O)O)CCNC(=O)OC(C)(C)C